zinc-titanium phosphate P(=O)([O-])([O-])[O-].[Ti+4].[Zn+2].P(=O)([O-])([O-])[O-]